phthalocyanine dichloride C1=CC=C2C(=C1)C3=NC4=C5C=CC=C(C5=C(N4)N=C6C7=CC=CC=C7C(=N6)N=C8C9=CC=CC=C9C(=NC2=N3)N8Cl)Cl